NC1CCN(CC1)CCOCC(=O)NC1=C(C(=O)NC=2N=NC(=CC2)OC)C=CC=C1 2-(2-(2-(4-aminopiperidin-1-yl)ethoxy)acetamido)-N-(6-methoxypyridazin-3-yl)benzamide